OC=1C(=NC=C(C(=O)N2[C@@H]3C=4C(=NN(C4CC2)C2=CC=C(C=C2)C(C)C)OCCN(C3)C(C=C)=O)C1)C(F)(F)F |o1:9| (R or S)-1-(5-(5-hydroxy-6-(trifluoromethyl)nicotinoyl)-2-(4-isopropylphenyl)-2,3,4,5,5a,6,8,9-octahydro-7H-10-oxa-1,2,5,7-tetraazacycloocta[cd]inden-7-yl)prop-2-en-1-one